CC1(OB(OC1(C)C)C=1C=CC(NC1)=O)C 5-(4,4,5,5-tetramethyl-1,3,2-dioxaborolan-2-yl)-1H-pyridin-2-one